BrCC=1OC(=CC1)[N+](=O)[O-] 2-(Bromomethyl)-5-nitrofuran